tert-butyl 4-diethoxyphosphoryloxy-3-(hydroxymethyl)benzoate Diethyl-chlorophosphate C(C)OP(=O)(OCC)Cl.C(C)OP(=O)(OCC)OC1=C(C=C(C(=O)OC(C)(C)C)C=C1)CO